(2-Hydroxybenzyl)Trimethylammonium Iodide [I-].OC1=C(C[N+](C)(C)C)C=CC=C1